ClC1=CC=C(CN2OCCC(C2=O)N2C[C@H]([C@@H](CC2)C2=CC=C(C=C2)O)F)C=C1 (4-chlorobenzyl)-4-((3S,4S)-3-fluoro-4-(4-hydroxyphenyl)piperidin-1-yl)-1,2-oxazinan-3-one